(Z)-11-dodecenenitrile C(CCCCCCCCCC=C)#N